Bis(dibenzofuran-3-yl)phosphorus oxide C1=CC(=CC=2OC3=C(C21)C=CC=C3)[P](C=3C=CC2=C(OC1=C2C=CC=C1)C3)=O